ClC1=CC(=C(C=C1)C1=NC(=NC2=C1N=C(N(C2=O)C)C)[C@H]2C[C@@H](OCC2)C=2C=NN(C2)C)F 8-(4-chloro-2-fluoro-phenyl)-2,3-dimethyl-6-[(2R,4R)-2-(1-methylpyrazol-4-yl)tetrahydropyran-4-yl]pyrimido[5,4-d]pyrimidin-4-one